(Acetoxymethyl)-4-(N-maleyl-beta-alanyl)-1-piperazineacetic acid tert-butyl ester C(C)(C)(C)OC(CN1C(CN(CC1)C(CCNC(\C=C/C(=O)O)=O)=O)COC(C)=O)=O